OC1(C=2C=CC=C(N3N(CC=CCC1)C(C1=C3N=C(N=C1)SC)=O)N2)C 12-hydroxy-12-methyl-2-(methylthio)-7,10,11,12-tetrahydro-5H-13,17-(azeno)pyrimido[4',5':3,4]pyrazolo[1,2-a][1,2]diazacyclotridecin-5-one